N-(3-(Dimethylamino)propyl)-2-(((8-((4-(trifluoromethyl)phenyl)sulfonamido)quinolin-2-yl)methyl)amino)acetamide di-trifluoroacetate FC(C(=O)O)(F)F.FC(C(=O)O)(F)F.CN(CCCNC(CNCC1=NC2=C(C=CC=C2C=C1)NS(=O)(=O)C1=CC=C(C=C1)C(F)(F)F)=O)C